4-amino-4-methyl-8-(1H-pyrazol-4-yl)-1,3,4,5-tetrahydro-6H-pyrano[4,3-b]thieno[3,2-d]pyridin-6-one NC1(COCC2=C1NC(C1=C2C=C(S1)C=1C=NNC1)=O)C